[O-2].[Ta+5].[Zn+2].[Pb+2] lead-zinc-tantalum oxide